4-[(4-{3-(cyanomethyl)-3-[4-(5-fluoro-1H-pyrrolo[2,3-b]pyridin-4-yl)-1H-pyrazol-1-yl]azetidin-1-yl}piperidin-1-yl)carbonyl]-2-fluorobenzonitrile C(#N)CC1(CN(C1)C1CCN(CC1)C(=O)C1=CC(=C(C#N)C=C1)F)N1N=CC(=C1)C1=C2C(=NC=C1F)NC=C2